CC1=CC=2[C@@]34[C@@H]([C@H](CC2C=C1)N(CC4)C)CCCC3 (1S,9S,10S)-4,17-dimethyl-17-azatetracyclo[7.5.3.01,10.02,7]heptadeca-2(7),3,5-triene